ClC=1C(=NC=CC1C1=C(C(=CC=C1)NC1=NC=CC(=C1F)CNC[C@H](C)O)C)C1=CC(=C(CNC[C@H]2CCC(N2)=O)C(=C1)OC)F (R)-5-(((4-(3-chloro-4-(3-((3-fluoro-4-((((S)-2-hydroxypropyl)amino)methyl)pyridin-2-yl)amino)-2-methylphenyl)pyridin-2-yl)-2-fluoro-6-methoxybenzyl)amino)methyl)pyrrolidin-2-one